C(CCCCCCCCCCCCCCC(C)C)OC(C(O)CC(=O)OCCCCCCCCCCCCCCCC(C)C)=O diisostearyl-malate